5-(3,4-dichlorophenoxy)-1-methyl-1H-indole-2-carboxylic acid ClC=1C=C(OC=2C=C3C=C(N(C3=CC2)C)C(=O)O)C=CC1Cl